OC1=CC=C(C=C1)C1CCC(CC1)=O 4-(4-hydroxyphenyl)cyclohexanone